ClC1=CC2=C(CCN(S2(=O)=O)[C@@H]([C@H](C)C2=C(C(=CC=C2F)C)C)C2=NNC(O2)=O)C=C1 5-((1S,2R)-1-(7-chloro-1,1-dioxo-3,4-dihydro-2H-benzo[e][1,2]thiazin-2-yl)-2-(6-fluoro-2,3-dimethylphenyl)propyl)-1,3,4-oxadiazol-2(3H)-one